tetrabutylammonium boron tetrahydride [BH4-].C(CCC)[N+](CCCC)(CCCC)CCCC